4-amino-N-[2-[2-(2-hydroxyethoxy)ethoxy]ethyl]benzenesulfonamide NC1=CC=C(C=C1)S(=O)(=O)NCCOCCOCCO